5-(1-(3,5-difluorophenyl)ethoxy)-3-(5-(7-methyl-7-azaspiro[3.5]nonan-2-yl)-1,4,5,6-tetrahydropyrrolo[3,4-d]imidazol-2-yl)-1H-indazole FC=1C=C(C=C(C1)F)C(C)OC=1C=C2C(=NNC2=CC1)C1=NC2=C(N1)CN(C2)C2CC1(C2)CCN(CC1)C